monoadenosine diphosphate P(O)(=O)(OP(=O)(O)O)OC[C@@H]1[C@H]([C@H]([C@@H](O1)N1C=NC=2C(N)=NC=NC12)O)O